C(C1=CC=CC=C1)OC1=C(C=NN1C(C)C)B1OC(C(O1)(C)C)(C)C 5-(Benzyloxy)-1-isopropyl-4-(4,4,5,5-tetramethyl-1,3,2-dioxaborolan-2-yl)-1H-pyrazole